BrC=1C=C(C(=NC1)N)O[C@H](C)C1=C(C=CC(=C1)F)C1=NN(N=C1CC1=C(C(=NN1C)CC)Br)C (R)-5-bromo-3-(1-(2-(5-((4-bromo-3-ethyl-1-methyl-1H-pyrazol-5-yl)methyl)-2-methyl-2H-1,2,3-triazol-4-yl)-5-fluorophenyl)ethoxy)pyridin-2-amine